The molecule is an amidobenzoic acid consisting of anthranilic acid carrying an N-formyl group. It derives from an anthranilic acid. It is a conjugate acid of a N-formylanthranilate. C1=CC=C(C(=C1)C(=O)O)NC=O